ClC1=C(C=C(OCC(=O)NC23CC(C2)(C3)C(=O)NC3=NC=C(C=C3)C3CC3)C=C1)F 3-[2-(4-chloro-3-fluorophenoxy)acetamido]-N-(5-cyclopropylpyridin-2-yl)bicyclo[1.1.1]pentane-1-carboxamide